CC(CCCC)O (E)-2-hexanol